tert-butyl (R)-2-(3-(methylcarbamoyl)bicyclo[1.1.1]pentan-1-yl)-3-oxohexahydroimidazo[1,5-a]pyrazine-7(1H)-carboxylate CNC(=O)C12CC(C1)(C2)N2C(N1[C@@H](CN(CC1)C(=O)OC(C)(C)C)C2)=O